(1R,2S,5S)-N-[1-cyano-2-(1H-pyrrolo[2,3-b]pyridin-3-yl)ethyl]-6,6-dimethyl-3-[(2S)-3,3-dimethyl-2-[(2,2,2-trifluoroacetyl)amino]butanoyl]-3-azabicyclo[3.1.0]hexane-2-carboxamide C(#N)C(CC1=CNC2=NC=CC=C21)NC(=O)[C@@H]2[C@H]1C([C@H]1CN2C([C@H](C(C)(C)C)NC(C(F)(F)F)=O)=O)(C)C